((4-(trifluoromethyl)phenoxy)methyl)cyclohexane-1-carboxylic acid FC(C1=CC=C(OCC2(CCCCC2)C(=O)O)C=C1)(F)F